C1(=CC=C(C=C1)N(C1=CC=C(C=C1)C1=CC=C(C=C1)C1=CC=C(C=C1)N(C1=CC=C(C=C1)C)C1=CC=C(C=C1)C1=CC=CC=C1)C1=CC=C(C=C1)C)C1=CC=CC=C1 4,4''-bis{(biphenyl-4-yl)-4-tolylamino}-1,1':4',1''-terphenyl